3-(4-chloro-6-piperazin-1-yl-2-pyridyl)-N-methyl-pyrazolo[1,5-a]pyridin-5-amine ClC1=CC(=NC(=C1)N1CCNCC1)C=1C=NN2C1C=C(C=C2)NC